5-nitro-1-(tetrahydro-2H-pyran-2-yl)-6-vinyl-1H-indazole [N+](=O)([O-])C=1C=C2C=NN(C2=CC1C=C)C1OCCCC1